tert-butyl 2-(cis-3-((5-chloro-4-(4'-fluoro-[1,1'-biphenyl]-3-yl)pyrimidin-2-yl)amino)cyclohexane-1-carbonyl)-2,6-diazaspiro[3.4]octane-6-carboxylate ClC=1C(=NC(=NC1)N[C@H]1C[C@H](CCC1)C(=O)N1CC2(C1)CN(CC2)C(=O)OC(C)(C)C)C=2C=C(C=CC2)C2=CC=C(C=C2)F